(3aR,5r,6aS)-2-(5-chloropyrazin-2-yl)-5-methyloctahydrocyclopenta[c]pyrrol-5-ol ClC=1N=CC(=NC1)N1C[C@@H]2[C@H](C1)CC(C2)(O)C